4-methoxybenzoate COC1=CC=C(C(=O)[O-])C=C1